O=C1NC(CCC1N1C(C2=CC=CC(=C2C1=O)NCC1=CC=C(C=C1)C1=CC=C(C=C1)C(=O)N[C@H]1C[C@@H](CC1)NC1=CC(=NC=2N1N=CC2)CCC)=O)=O 4'-(((2-(2,6-dioxopiperidin-3-yl)-1,3-dioxoisoindolin-4-yl)amino)methyl)-N-((1R,3R)-3-((5-propylpyrazolo[1,5-a]pyrimidin-7-yl)amino)cyclopentyl)-[1,1'-biphenyl]-4-carboxamide